FC=1C(NC=CC1)=O 3-Fluoropyridine-2(1H)-one